N-(2,3-difluoro-4-(5-methoxy-1H-benzo[d][1,2,3]triazol-1-yl)-benzyl)sulfamide FC1=C(CNS(=O)(=O)N)C=CC(=C1F)N1N=NC2=C1C=CC(=C2)OC